O1C=CC2=C1C=CC(=C2)NC(NC2=NC(=CC(=N2)NCCNS(=O)(=O)C)C)=O N-(2-((2-(3-(benzofuran-5-yl)ureido)-6-methylpyrimidin-4-yl)amino)ethyl)methanesulfonamide